1-((4,8,12-tris(carboxymethyl)-1,4,8,12-tetraazacyclopentadecan-1-yl)methyl)isochinolin-2-oxid C(=O)(O)CN1CCN(CCCN(CCCN(CCC1)CC(=O)O)CC(=O)O)CC1=[N+](C=CC2=CC=CC=C12)[O-]